rel-(1R,3S)-3-(5-((4-(N-(tert-butoxycarbonyl)sulfamoyl)phenyl)amino)pyrazin-2-yl)cyclopentyl isopropylcarbamate C(C)(C)NC(O[C@H]1C[C@H](CC1)C1=NC=C(N=C1)NC1=CC=C(C=C1)S(NC(=O)OC(C)(C)C)(=O)=O)=O |o1:6,8|